1-(6-(aminomethyl)-4-(4-(trifluoromethyl)phenyl)benzo[d]oxazol-7-yl)ethane-1,2-diol NCC1=C(C2=C(N=CO2)C(=C1)C1=CC=C(C=C1)C(F)(F)F)C(CO)O